(S)-4-(1-(4-aminocyclohexyl)-4-(3-fluoro-4-methoxyphenyl)-5-((tetrahydrofuran-3-yl)oxy)-1H-pyrazol-3-yl)-2-fluorobenzonitrile NC1CCC(CC1)N1N=C(C(=C1O[C@@H]1COCC1)C1=CC(=C(C=C1)OC)F)C1=CC(=C(C#N)C=C1)F